3-methyl-5-(4-piperidyl)isoxazole hydrochloride salt Cl.CC1=NOC(=C1)C1CCNCC1